COC(C(C1=CC(=C(C=C1)Cl)Cl)=[N+]=[N-])=O 2-diazo-2-(3,4-dichlorophenyl)acetic acid methyl ester